ClC1=C(C=C(C=C1)CC#CC=1C(N(C=NC1)C)=O)O 5-(3-(4-chloro-3-hydroxyphenyl)prop-1-yn-1-yl)-3-methylpyrimidin-4(3H)-one